(R)-N6-(2-fluorobenzyl)-3-(2-hydroxyethyl)-N2-isopropyl-4-(3-(pyridin-3-yl)phenyl)-1,3-dihydro-2H-pyrrolo[3,4-c]pyridine-2,6-dicarboxamide FC1=C(CNC(=O)C2=CC3=C(C(=N2)C2=CC(=CC=C2)C=2C=NC=CC2)[C@H](N(C3)C(=O)NC(C)C)CCO)C=CC=C1